OCC=1C=C(CNC(=O)NC=2SC=C(N2)C(C)(C)C2=CC=C(C=C2)OC)C=CC1N1CCNCC1 1-(3-(hydroxymethyl)-4-(piperazin-1-yl)benzyl)-3-(4-(2-(4-methoxyphenyl)propan-2-yl)thiazol-2-yl)urea